N-(4-((3S,5R)-3-amino-5-methylpiperidin-1-yl)pyridin-3-yl)-2,2',6,6'-tetrafluoro-4'-(methylsulfonyl)-[1,1'-biphenyl]-3-carboxamide dihydrochloride Cl.Cl.N[C@@H]1CN(C[C@@H](C1)C)C1=C(C=NC=C1)NC(=O)C=1C(=C(C(=CC1)F)C1=C(C=C(C=C1F)S(=O)(=O)C)F)F